2-[4-(1-cyclopentylcyclopropyl)phenyl]-4,4,5,5-tetramethyl-1,3,2-dioxaborolan C1(CCCC1)C1(CC1)C1=CC=C(C=C1)B1OC(C(O1)(C)C)(C)C